CC(CNC(OCCC=C(C(=O)O)C)=O)(CC(CCNC(OCCC=C(C(=O)O)C)=O)C)C.N1=C(C=C2N1C=CC=N2)NC=O pyrazolo[1,5-a]pyrimidyl-formamide 7,7,9-Trimethyl-4,13-dioxo-3,14-dioxa-5,12-diazahexadecane-1,16-diyl-bis(2-methyl-acrylate)